C1NCC12CCN(CC2)C2=CC=C(C=C2)C2=CC(=C1CN(C(C1=C2)=O)C(C(=O)NC=2SC=CN2)C2=C1N(C=N2)CCC1)F 2-[6-[4-(2,7-diazaspiro[3.5]nonan-7-yl)phenyl]-4-fluoro-1-oxo-isoindolin-2-yl]-2-(6,7-dihydro-5H-pyrrolo[1,2-c]imidazol-1-yl)-N-thiazol-2-yl-acetamide